C1(=CC=CC=C1)S(=O)(=O)OC1=C(C=C(C=C1)NC(NC1=CC(=C(C=C1)OS(=O)(=O)C1=CC=CC=C1)C)=O)C bis-[4-(benzenesulfonyloxy)-3-methyl-phenyl]urea